acrylic acid phenoxy ester O(C1=CC=CC=C1)OC(C=C)=O